N1(CCNCC1)C1=CC=C(C2=CC=CC=C12)NC1CCNCC1 N-(4-(piperazin-1-yl)naphthalen-1-yl)piperidin-4-amine